C1(CC1)C1=NN(C=C1C1=CC=C2C(=N1)N(N=C2)C)[C@@H]2C[C@H](C2)CN (trans-3-(3-cyclopropyl-4-(1-methyl-1H-pyrazolo[3,4-b]pyridin-6-yl)-1H-pyrazol-1-yl)cyclobutyl)methanamine